C(C)(C)(C)N(C(O)=O)C1CCN(CC1)S(=O)(=O)Cl.O=C1NC(CCC1NS(=O)(=O)N1CCC(CC1)NC(OC(C)(C)C)=O)=O tert-Butyl (1-(N-(2,6-dioxopiperidin-3-yl)sulfamoyl)piperidin-4-yl)carbamate tert-Butyl-(1-(chlorosulfonyl)piperidin-4-yl)carbamate